BrC1=CC2=C(N(C(=N2)[C@@H]2C[C@@H](CCC2)N)C)C=C1 (1R,3S)-3-(5-bromo-1-methyl-1H-benzo[d]imidazol-2-yl)cyclohexan-1-amine